ClC=1C=C(C=CC1)C1OC1 2-(3-chlorophenyl)oxirane